tert-butyl {1-[5,5-difluoro-1-(2-{cis-4-[(3-methylpyridin-2-yl)oxy]cyclohexyl}ethyl)-4,5,6,7-tetrahydro-1H-indazole-3-carbonyl] piperidin-4-yl}carbamate FC1(CC=2C(=NN(C2CC1)CC[C@@H]1CC[C@@H](CC1)OC1=NC=CC=C1C)C(=O)N1CCC(CC1)NC(OC(C)(C)C)=O)F